ClC=1C=C(C=CC1C(=O)N1CCN(CC1)C(=O)[C@H]1[N+](C[C@H](C1)O)(C)C)NC(=O)C=1N(C(=CN1)C1=C(C(=C(C=C1)OC)F)F)C N-[3-chloro-4-[4-[(2S,4S)-4-hydroxy-1,1-dimethyl-pyrrolidin-1-ium-2-carbonyl]piperazine-1-carbonyl]phenyl]-5-(2,3-difluoro-4-methoxy-phenyl)-1-methyl-imidazole-2-carboxamide